NC=1C(=C(C(=O)O)C(=CC1)C)C 3-amino-2,6-dimethylbenzoic acid